D-galactopyranosyl-(1->2) β-D-glucopyranoside O([C@H]1[C@H](O)[C@@H](O)[C@H](O)[C@H](O1)CO)C1[C@H](O)[C@@H](O)[C@@H](O)[C@H](O1)CO